(E)-1-(5-(2-(3-(2-cyclopropyl-6-(trifluoromethyl)pyridin-4-yl)-1H-1,2,4-triazole-1-yl)-1-(pyrimidin-5-yl)vinyl)-1,3,4-thiadiazol-2-yl)ethan-1-ol C1(CC1)C1=NC(=CC(=C1)C1=NN(C=N1)/C=C(\C=1C=NC=NC1)/C1=NN=C(S1)C(C)O)C(F)(F)F